2-(Prop-2-yn-1-yl)pent-4-yn-1-yl 4-(((Z)-7-((1R,2R,3R,5S)-3,5-dihydroxy-2-((R)-3-hydroxy-5-phenylpentyl)cyclopentyl)hept-5-enoyl)oxy)benzoate O[C@H]1[C@@H]([C@H]([C@H](C1)O)C\C=C/CCCC(=O)OC1=CC=C(C(=O)OCC(CC#C)CC#C)C=C1)CC[C@H](CCC1=CC=CC=C1)O